COC(C1=C(C(=C(C(=O)O)C(=C1F)F)F)F)=O 2,3,5,6-tetrafluoroterephthalic acid methyl ester